thiadiazole-4-carboxamide C1=C(N=NS1)C(=O)N